C(CCCCCCCCCCCCCCCCCCCCCCCCC)NCC(=O)O hexacosanyl-glycine